ClC=1C=C(C=CC1F)C(C=1N(C=CN1)C)C1=CC(=C(C=C1)F)F 2-((3-chloro-4-fluorophenyl)(3,4-difluorophenyl)methyl)-N-methyl-1H-imidazole